C(C)(=O)NC1=CC=C(C(=O)O)C=C1 4-acetamidobenzoic acid